tert-butyl 4-(5-(5-(2-((tert-butyldimethylsilyl)oxy)ethoxy)-2-chloropyrimidin-4-yl)-1-((2-(trimethylsilyl)ethoxy)methyl)-1H-pyrazol-3-yl)piperidine-1-carboxylate [Si](C)(C)(C(C)(C)C)OCCOC=1C(=NC(=NC1)Cl)C1=CC(=NN1COCC[Si](C)(C)C)C1CCN(CC1)C(=O)OC(C)(C)C